5-(4-chloro-2-methyl-2H-indazol-5-yl)-2-[(1R,6S)-3,9-diazabicyclo[4.2.1]nonan-9-yl]-3-methyl-3H,4H,7H-pyrrolo[2,3-d]pyrimidin-4-one hydrochloride Cl.ClC=1C2=CN(N=C2C=CC1C1=CNC=2N=C(N(C(C21)=O)C)N2[C@H]1CNCC[C@@H]2CC1)C